2-Hydroxy-N-1H-1,2,4-triazol-3-ylbenzamide OC1=C(C(=O)NC2=NNC=N2)C=CC=C1